ClC1=CC(=C(C=C1)C1=NC(=CN2C1=NC(=C(C2=O)C)C)[C@H]2C[C@@H](OCC2)C2=CNC(C=C2)=O)F 9-(4-chloro-2-fluoro-phenyl)-7-[(2R,4R)-2-(6-keto-1H-pyridin-3-yl)tetrahydropyran-4-yl]-2,3-dimethyl-pyrazino[1,2-a]pyrimidin-4-one